FC1(CCC(CC1)NC1=CC(=NC(=N1)N1N=C(C=C1)C(F)(F)F)C(C)=O)F 1-(6-((4,4-difluorocyclohexyl)amino)-2-(3-(trifluoromethyl)-1H-pyrazol-1-yl)pyrimidin-4-yl)ethan-1-one